Quinolin-4a-Carboxylat N=1C=CCC2(C=CC=CC12)C(=O)[O-]